((2,3-dihydro-1H-inden-1-yl)oxy)silane C1(CCC2=CC=CC=C12)O[SiH3]